C(CC(O)(C(=O)[O-])CC(=O)[O-])(=O)OC(C(CC(CCCC)CC)(CC(CCCC)CC)CC(CCCC)CC)=O tri-(2-ethylhexyl)-acetyl citrate